(R)-ethyl 2-acetoxy-3-(5-(3-(tert-butoxy)-3-oxopropyl)-2-((2-(2-methoxyphenyl)pyrimidin-4-yl)methoxy)phenyl)propanoate C(C)(=O)O[C@@H](C(=O)OCC)CC1=C(C=CC(=C1)CCC(=O)OC(C)(C)C)OCC1=NC(=NC=C1)C1=C(C=CC=C1)OC